(2-(2,6-dioxopiperidin-3-yl)-3-oxoisoindolin-5-yl)methyl(4-(1-fluorocyclopropyl)phenyl) carbamate C(N)(OC1=C(C=C(C=C1)C1(CC1)F)CC=1C=C2C(N(CC2=CC1)C1C(NC(CC1)=O)=O)=O)=O